CC1=NOC(=N1)CC(=O)N1CCC(CC1)C1=NC(=NO1)C1(CCCCC1)C 2-(3-methyl-1,2,4-oxadiazol-5-yl)-1-(4-(3-(1-methylcyclohexyl)-1,2,4-oxadiazol-5-yl)piperidin-1-yl)ethan-1-one